BrC(C(=O)Br)(C)C α-bromo-isobutyryl bromide